NC1=C(C=C(C(=C1)C)N1CCN(CC1)CC)NC(OC(C)(C)C)=O tert-butyl (2-amino-5-(4-ethylpiperazin-1-yl)-4-methylphenyl)carbamate